5-(1-(((S)-1-phenylethyl)amino)-2,3,4,9-tetrahydro-1H-carbazol-6-yl)isoindolin-1-one C1(=CC=CC=C1)[C@H](C)NC1CCCC=2C3=CC(=CC=C3NC12)C=1C=C2CNC(C2=CC1)=O